CN(C)CC1OCCN(C1)[C@H]1CN(CC1)C(=O)OC(C)(C)C tert-Butyl (3R)-3-(2-((dimethylamino)methyl) morpholino)pyrrolidine-1-carboxylate